C(C)(C)OC1=CC(=CC2=C1CN1[C@@H](CO2)C[C@H](C1)O)C (2R,11aR)-6-isopropoxy-8-methyl-2,3,11,11a-tetrahydro-1H,5H-benzo[f]pyrrolo[2,1-c][1,4]oxazepin-2-ol